FC=1C=NC(=NC1)[C@]12CC[C@@H](C[C@@H]2C1)OC[C@H]1[C@H]([C@@H]2[C@H](N1C(=O)OC)CCC2)NS(=O)(=O)C methyl (2R,3S,3aS,6aR)-2-((((1S,3S,6R)-6-(5-fluoropyrimidin-2-yl)bicyclo[4.1.0]heptan-3-yl)oxy)methyl)-3-(methylsulfonamido)hexahydrocyclopenta[b]pyrrole-1(2H)-carboxylate